4-(5-(9-(3-chlorophenyl)-6,7,8,9-tetrahydrobenzo[4,5]imidazo[1,2-a]pyridin-2-yl)pyrimidin-2-yl)morpholine ClC=1C=C(C=CC1)C1CCCC=2N=C3N(C=C(C=C3)C=3C=NC(=NC3)N3CCOCC3)C21